(3-Cyano-4-fluorophenyl)-1-((5-(difluoromethyl)-1H-pyrazol-3-yl)methyl)-1-(2-methoxypyrimidin-5-yl)urea C(#N)C=1C=C(C=CC1F)NC(N(C=1C=NC(=NC1)OC)CC1=NNC(=C1)C(F)F)=O